diphenyl[(diphenyltriazinyl)phenyl]carbazole C1(=CC=CC=C1)C=1C(=C(C=2NC3=CC=CC=C3C2C1)C1=C(C=CC=C1)C1=NN=NC(=C1C1=CC=CC=C1)C1=CC=CC=C1)C1=CC=CC=C1